N1C=NC(=C1)C=1C(=NC=CC1)N1CCC(CC1)N1CCN(CC1)C 1-(1-(3-(1H-imidazol-4-yl)pyridine-2-yl)piperidin-4-yl)-4-methylpiperazine